C(C)(C)N1C(=NC=2C=NC(=CC21)C2=CNC1=NC=C(C=C12)NC(C1=CC(=NC=C1)N1CCNCC1)=O)C N-(3-(1-isopropyl-2-methyl-1H-imidazo[4,5-c]pyridin-6-yl)-1H-pyrrolo[2,3-b]pyridin-5-yl)-2-(piperazin-1-yl)isonicotinamide